ClC=1N(C2=CC(=CC=C2C1SC1=CC=CC(=N1)C(=O)O)Cl)C=1C=NN(C1)C 6-((2,6-dichloro-1-(1-methyl-1H-pyrazol-4-yl)-1H-indol-3-yl)thio)picolinic acid